C(C)(C)(C)C=1OC2=C(C1Br)C=CC=C2 tert-butyl-3-bromobenzofuran